ClC=1C=C(C(=O)NC)C=CC1[N+](=O)[O-] 3-chloro-N-methyl-4-nitrobenzamide